SC(CO)(CCC)C 2-mercapto-2-methylpentan-1-ol